ClC1=CC(=CC(=N1)N1CCN(CC1)S(=O)(=O)C1=CC=C(C=C1)N1C(CC(C1)N1C[C@@H]([C@@H](C1)O)O)=O)C(F)(F)F 1-[4-[4-[6-chloro-4-(trifluoromethyl)-2-pyridinyl]piperazin-1-yl]sulfonylphenyl]-4-[(3s,4r)-3,4-dihydroxypyrrolidin-1-yl]pyrrolidin-2-one